5-((3-fluorobenzyl)oxy)-2-methylbenzofuran-3-carboxamide FC=1C=C(COC=2C=CC3=C(C(=C(O3)C)C(=O)N)C2)C=CC1